2-(6-amino-1-(3-methyl-4-nitrobenzyl)-1H-pyrazolo[3,4-d]pyrimidin-4-yl)isonicotinonitrile NC1=NC(=C2C(=N1)N(N=C2)CC2=CC(=C(C=C2)[N+](=O)[O-])C)C=2C=C(C#N)C=CN2